CN1C(N(C2=C1C=NC(=C2)NC2=C(C=CC=1OCOCC12)C)C1CCOCC1)=O 3-Methyl-6-((6-methylbenzo[d][1,3]dioxin-5-yl)amino)-1-(tetrahydro-2H-pyran-4-yl)-1,3-dihydro-2H-imidazolo[4,5-c]pyridin-2-one